C(#N)C(CN1CC2=C(C=CC(=C2C1=O)NC(C)=O)C1=CC=C2C=NN(C2=C1)C)=C N-[2-(2-cyano-2-methylideneethyl)-7-(1-methyl-1H-indazol-6-yl)-3-oxo-2,3-dihydro-1H-isoindol-4-yl]acetamide